N(N)C(C)C1=NC=C(C=C1)C(F)(F)F 2-(1-Hydrazinylethyl)-5-(Trifluoromethyl)Pyridine